C1(=C(C=CC=C1)C1(CC1)C1=NOC(=N1)C1=CC(=NN1CCC(=O)OCCCC)C(F)(F)F)C butyl 3-(5-(3-(1-(o-tolyl)cyclopropyl)-1,2,4-oxadiazol-5-yl)-3-(trifluoromethyl)-1H-pyrazol-1-yl)propanoate